2-Bromoethyl Nitrate [N+](=O)(OCCBr)[O-]